9,9'-(3,5-di(9H-carbazol-9-yl)-[4,4'-bipyridine]-2,6-diyl)bis(3,6-dimethyl-9H-carbazole) C1=CC=CC=2C3=CC=CC=C3N(C12)C=1C(=NC(=C(C1C1=CC=NC=C1)N1C2=CC=CC=C2C=2C=CC=CC12)N1C2=CC=C(C=C2C=2C=C(C=CC12)C)C)N1C2=CC=C(C=C2C=2C=C(C=CC12)C)C